5-(5-cyclobutyl-3-(ethylsulfonyl)pyridin-2-yl)-2-(trifluoromethyl)pyrazolo[1,5-a]pyrimidine C1(CCC1)C=1C=C(C(=NC1)C1=NC=2N(C=C1)N=C(C2)C(F)(F)F)S(=O)(=O)CC